4-((S)-2-cyclohexyl-1-(4'-(trifluoromethyl)-[1,1'-biphenyl]-3-yl)ethoxy)-N-((S)-3-(dimethylamino)-2-hydroxy-3-oxopropyl)benzamide C1(CCCCC1)C[C@H](OC1=CC=C(C(=O)NC[C@@H](C(=O)N(C)C)O)C=C1)C=1C=C(C=CC1)C1=CC=C(C=C1)C(F)(F)F